OC1CCN(CC1)C(SC)=O S-Methyl 4-hydroxypiperidine-1-carbothioate